COC(=O)C1CC(C(C1)O)OCC1=CC=CC=C1 3-(benzyloxy)-4-hydroxycyclopentane-1-carboxylic acid methyl ester